2-((4-(3,5-dichloropyridin-4-yl)piperazin-1-yl)(pyridin-3-yl)methyl)-1-methyl-1H-benzo[d]imidazole ClC=1C=NC=C(C1N1CCN(CC1)C(C1=NC2=C(N1C)C=CC=C2)C=2C=NC=CC2)Cl